1-((1-acetylindolin-5-yl)sulfonyl)-N-(4-(sec-butyl)phenyl)piperidine-4-carboxamide C(C)(=O)N1CCC2=CC(=CC=C12)S(=O)(=O)N1CCC(CC1)C(=O)NC1=CC=C(C=C1)C(C)CC